E-1-methoxy-N-(4-((2-oxo-2,3-dihydro-1H-benzo[d]imidazol-1-yl)methyl)benzyl)cyclopropane-1-carboxamide COC1(CC1)C(=O)NCC1=CC=C(C=C1)CN1C(NC2=C1C=CC=C2)=O